C(C)N1C=NC=2N(C(NC(C12)=O)=O)C 7-ethyl-3-methyl-1H-purine-2,6(3h,7h)-dione